O1CCC1 (trans)-oxetan